CC(CN)CCCCC(CN)C 2,7-dimethyloctamethylenediamine